1'-((2-(trimethyl-silyl)ethoxy)methyl)-1',4',5',7'-tetrahydrospiro[cyclopropane-1,6'-indazole]-3'-carboxylic acid C[Si](CCOCN1N=C(C=2CCC3(CC12)CC3)C(=O)O)(C)C